3-methyl-N-(1-methyl-indolin-7-yl)-pyridine-2-sulfonamide CC=1C(=NC=CC1)S(=O)(=O)NC=1C=CC=C2CCN(C12)C